S-(prop-2-en-1-yl) prop-2-ene-1-sulfinothioate C(C=C)S(SCC=C)=O